(3S*,4S*)-3-((2-(trimethylsilyl)ethoxy)methoxy)tetrahydro-2H-thiopyran-4-ol C[Si](CCOCO[C@@H]1CSCC[C@@H]1O)(C)C |o1:7,12|